[C+4].Cl.N[C@@H](CCCCN)C(=O)[O-].N[C@@H](CCCCN)C(=O)[O-].N[C@@H](CCCCN)C(=O)[O-].N[C@@H](CCCCN)C(=O)[O-] lysine hydrochloride salt carbon